(5-Chloro-3-(5-methylisoxazol-3-yl)-1-propyl-1H-pyrazol-4-yl)(7-(3,3-dimethylbutyl)-2,7-diazaspiro[3.5]nonan-2-yl)methanone ClC1=C(C(=NN1CCC)C1=NOC(=C1)C)C(=O)N1CC2(C1)CCN(CC2)CCC(C)(C)C